(4-trifluoromethyl-benzyl)-4-iodo-indoline-2,3-dione FC(C1=CC=C(CN2C(C(C3=C(C=CC=C23)I)=O)=O)C=C1)(F)F